hydroxyindole-3-acetic acid C1=CC=C2C(=C1)C(=C(N2)O)CC(=O)O